4-bromo-2,3-dihydrobenzofuran-7-carboxylic acid BrC1=CC=C(C2=C1CCO2)C(=O)O